2-[2-chloro-4-(4-chlorophenyl)-5-[2-(difluoromethyl)-4-pyridinyl]imidazol-1-yl]-1-(2,7-diazaspiro[3.5]non-7-yl)ethanone ClC=1N(C(=C(N1)C1=CC=C(C=C1)Cl)C1=CC(=NC=C1)C(F)F)CC(=O)N1CCC2(CNC2)CC1